4-Chloro-2-(3-((2-Fluorobenzyl)oxy)phenyl)-1H-pyrrolo[2,3-b]pyridine ClC1=C2C(=NC=C1)NC(=C2)C2=CC(=CC=C2)OCC2=C(C=CC=C2)F